tert-butyl 3-(3-(azetidin-3-yl)-1-(4-(trifluoromethoxy)phenyl)-1H-pyrazolo[3,4-b]pyridin-4-yl)azetidine-1-carboxylate N1CC(C1)C1=NN(C2=NC=CC(=C21)C2CN(C2)C(=O)OC(C)(C)C)C2=CC=C(C=C2)OC(F)(F)F